CC=1C=C(\C=N\NC2=NC=3N(C(=C2)N2C4COC(C2)C4)N=C(C3)C3=CC=NC=C3)C=CC1 (E)-5-(5-(2-(3-methylbenzylidene)hydrazinyl)-2-(pyridin-4-yl)pyrazolo[1,5-a]pyrimidin-7-yl)-2-oxa-5-azabicyclo[2.2.1]heptane